(E)-α-methoxyimino-2-tolylacetic acid methyl ester COC(/C(=N/OC)/C1=C(C=CC=C1)C)=O